(S)-3-(4-((S)-1-ethoxy-2,2,2-trifluoroethyl)-3-((5-methoxypyrazin-2-yl)amino)phenyl)pentanoic acid C(C)O[C@H](C(F)(F)F)C1=C(C=C(C=C1)[C@H](CC(=O)O)CC)NC1=NC=C(N=C1)OC